2-amino-3-cyano-4,5-dimethylthiophene NC=1SC(=C(C1C#N)C)C